F[C@H]1[C@H](C1)C(=O)NC1=NC=NC(=C1)N1C(=NC(=C1)C)NC=1C=NC(=CC1C)[C@H](CC)O (1R,2R)-2-fluoro-N-(6-(2-((6-((S)-1-hydroxypropyl)-4-methylpyridin-3-yl)amino)-4-methyl-1H-imidazol-1-yl)pyrimidin-4-yl)cyclopropane-1-carboxamide